1-butyl-5-(2-chloro-5-(isobutyrylaminomethyl)benzoylamino)-N-(3,4-difluorophenyl)-1H-indole-2-carboxamide C(CCC)N1C(=CC2=CC(=CC=C12)NC(C1=C(C=CC(=C1)CNC(C(C)C)=O)Cl)=O)C(=O)NC1=CC(=C(C=C1)F)F